6-bipyridineformic acid N1=C(C=CC=C1C(=O)O)C1=NC=CC=C1